ClC1=NC(=CC=C1C1=C(C(=C(C(=O)N)C=C1)OC)COCCOC)C(F)(F)F (2-chloro-6-(trifluoromethyl)pyridine-3-yl)-2-methoxy-3-((2-methoxyethoxy)methyl)benzamide